C1=CC=CC2=[As]C3=CC=CC=C3C=C12 acridarsine